CN1C(N(C2=C1C=C(C=C2)C#CC2CCNCC2)C2C(NC(CC2)=O)=O)=O 3-[3-methyl-2-oxo-5-[2-(4-piperidyl)ethynyl]benzimidazol-1-yl]piperidine-2,6-dione